N1N=CC(=C1)C(=O)N1CC2(CN(C2)C(=O)C2(CC2)C(F)(F)F)C(C1)C#N 6-(1H-pyrazole-4-carbonyl)-2-(1-(trifluoromethyl)cyclopropane-1-carbonyl)-2,6-diazaspiro[3.4]octane-8-carbonitrile